N5-(4-(((1-methylpiperidin-4-yl)oxy)methyl)benzyl)isoquinoline-1,5-diamine CN1CCC(CC1)OCC1=CC=C(CNC=2C=3C=CN=C(C3C=CC2)N)C=C1